COC1=CC=C(C=C1)S(=O)C=1C2=CC=CC=C2C=2C=CC=CC2C1C1=CC=CC=C1 9-((4-methoxyphenyl)sulfinyl)-10-phenylphenanthrene